3-methyl-5-(4-pentylphenyl)-2-[(4-propylphenyl)ethynyl]thieno[3,2-b]thiophene CC=1C2=C(SC1C#CC1=CC=C(C=C1)CCC)C=C(S2)C2=CC=C(C=C2)CCCCC